ClC1=CC=C(CN2N=NC(=C2)CNC(CN2N=NN=C2C(CCCCB2OC(C(O2)(C)C)(C)C)NC(C2=CC=CC=C2)(C2=CC=CC=C2)C2=CC=CC=C2)=O)C=C1 N-((1-(4-chlorobenzyl)-1H-1,2,3-triazol-4-yl)methyl)-2-(5-(5-(4,4,5,5-tetramethyl-1,3,2-dioxaborolan-2-yl)-1-(tritylamino)pentyl)-1H-tetrazol-1-yl)acetamide